4-[3-[2,6-Dichloro-4-[3-methoxy-3-(methoxymethyl)azetidin-1-yl]benzoyl]-2,4-dihydro-1,3-benzoxazin-8-yl]-5-fluoro-2-(3-oxa-8-azabicyclo[3.2.1]octan-8-yl)benzoic acid ClC1=C(C(=O)N2COC3=C(C2)C=CC=C3C3=CC(=C(C(=O)O)C=C3F)N3C2COCC3CC2)C(=CC(=C1)N1CC(C1)(COC)OC)Cl